C(C)(C)(C)OC(=O)NC(C)C1(CCN(CC1)C=1C(=NC(=C(N1)C)C1=C(C(=NC=C1)F)Cl)C(=O)OCC)C ethyl 3-(4-(1-((tert-butoxycarbonyl) amino) ethyl)-4-methylpiperidin-1-yl)-6-(3-chloro-2-fluoropyridin-4-yl)-5-methylpyrazine-2-carboxylate